perdeuteromethane [2H]C([2H])([2H])[2H]